3-(hept-6-enyloxy)-propane C(CCCCC=C)OCCC